3-((3S,4S)-4-amino-3-methyl-2-oxa-8-azaspiro[4.5]decan-8-yl)-6-((3-chloro-2-fluoropyridin-4-yl)thio)pyrazin-2(1H)-one N[C@@H]1[C@@H](OCC12CCN(CC2)C=2C(NC(=CN2)SC2=C(C(=NC=C2)F)Cl)=O)C